C(=C)C1CN(CCC1)C(=O)OC(C)(C)C tert-butyl 3-vinylpiperidine-1-carboxylate